Cl.NC=1C(=C(C=CC1)[C@@H](O)[C@@H]1NC2(CC1C2)C)F (R)-(3-Amino-2-fluorophenyl)((R)-1-methyl-2-azabicyclo[2.1.1]hexan-3-yl)methanol hydrochloride